4-isopropyl-2-(methylthio)pyrimidine-4,5-diamine C(C)(C)C1(NC(=NC=C1N)SC)N